(Z,Z,Z)-9,12,15-Octadecatrienal C(CCCCCCC\C=C/C\C=C/C\C=C/CC)=O